(R)-1-(3-fluorophenyl)-2-((2-((1R,4R)-4-methoxycyclohexyl)ethyl)amino)ethan-1-ol FC=1C=C(C=CC1)[C@H](CNCCC1CCC(CC1)OC)O